N-tert-butyl-2-[(2-{furo[3,2-c]pyridin-6-yl}-5H,6H,7H-cyclopenta[d]pyrimidin-4-yl)(methyl)amino]acetamide C(C)(C)(C)NC(CN(C)C=1C2=C(N=C(N1)C1=CC3=C(C=N1)C=CO3)CCC2)=O